N-(4-((4-acetamidobenzyl)amino)-2-amino-3-fluorophenyl)heptanamide C(C)(=O)NC1=CC=C(CNC2=C(C(=C(C=C2)NC(CCCCCC)=O)N)F)C=C1